N-(2-((2-(dimethylamino)ethyl)(methyl)amino)-5-((4-(7-methoxy-1H-indol-3-yl)pyrimidin-2-yl)amino)phenyl)acetamide CN(CCN(C1=C(C=C(C=C1)NC1=NC=CC(=N1)C1=CNC2=C(C=CC=C12)OC)NC(C)=O)C)C